Ethyl 6-[3-(3-methyl-5-nitropyridin-2-yl)-1,2,4-oxadiazol-5-yl]hexanoate CC=1C(=NC=C(C1)[N+](=O)[O-])C1=NOC(=N1)CCCCCC(=O)OCC